3'-Galactosyl-lactose benzyl-5-[1-(diethoxyphosphoryl)ethyl]-1-benzothiophene-2-carboxylate C(C1=CC=CC=C1)C1=C(SC2=C1C=C(C=C2)C(C)P(=O)(OCC)OCC)C(=O)O.C2([C@H](O)[C@@H](O)[C@@H](O)[C@H](O2)CO)[C@]2([C@H]([C@H](O[C@H]1[C@@H]([C@H](C(O)O[C@@H]1CO)O)O)O[C@@H]([C@@H]2O)CO)O)O